(S)-9,10-difluoro-3-methyl-7-oxo-2,3-dihydro-7H-[1,4]oxazino[2,3,4-ij]quinoline-6-carboxylic acid FC=1C=C2C(C(=CN3C2=C(C1F)OC[C@@H]3C)C(=O)O)=O